disodium undecandioate C(CCCCCCCCCC(=O)[O-])(=O)[O-].[Na+].[Na+]